N-((7-(5-(difluoromethyl)-1,3,4-oxadiazol-2-yl)imidazo[1,2-a]pyridin-2-yl)methyl)-1-(methylsulfonyl)-N-phenylazetidine-3-carboxamide FC(C1=NN=C(O1)C1=CC=2N(C=C1)C=C(N2)CN(C(=O)C2CN(C2)S(=O)(=O)C)C2=CC=CC=C2)F